FC(S(=O)(=O)OC1=C(C=C(C=C1)C1=NC=CC=C1NC(C)C=1C=C(C=C2C(C(=C(OC12)N1CCOCC1)C)=O)C)C=O)(F)F [4-[3-[1-(3,6-dimethyl-2-morpholino-4-oxo-chromen-8-yl)ethylamino]-2-pyridyl]-2-formyl-phenyl] trifluoromethanesulfonate